N=CC(C(=O)O)C1=CC=CC=C1 iminophenylpropionic acid